2-{3-[(4-methanesulfonyl-2-methoxyphenyl)amino]prop-1-yn-1-yl}-8-[(1-methylpiperidin-4-yl)amino]-3-(2,2,2-trifluoroethyl)imidazo[1,2-a]pyridin-6-ol TFA salt OC(=O)C(F)(F)F.CS(=O)(=O)C1=CC(=C(C=C1)NCC#CC=1N=C2N(C=C(C=C2NC2CCN(CC2)C)O)C1CC(F)(F)F)OC